2-bromo-3-methoxyphenyl (3R)-3-(2-formyl-3-hydroxyphenoxymethyl)piperidine-1-carboxylate C(=O)C1=C(OC[C@H]2CN(CCC2)C(=O)OC2=C(C(=CC=C2)OC)Br)C=CC=C1O